7,8-dihydro-5H-pyrano[4,3-c]pyridazin-3-amine N1=NC(=CC2=C1CCOC2)N